NC[C@H]1NC([C@H](SCC1)C1=CC=C(C=C1)OC1=C(C=CC=C1)Cl)=O (2R,5S)-5-(aminomethyl)-2-[4-(2-chlorophenoxy)phenyl]-1,4-thiazepan-3-one